(1R,3S,5S)-8-oxabicyclo[3.2.1]octan-3-ol [C@H]12CC(C[C@H](CC1)O2)O